FC(C(C(F)(F)F)(O)C1=CC=C(C=C1)C1=CC=C(C=C1)CN1C(CN(CC1)CC1=CC=NC=C1)C(=O)OCCO)(F)F 2-hydroxyethyl 1-((4'-(1,1,1,3,3,3-hexafluoro-2-hydroxypropan-2-yl)-[1,1'-biphenyl]-4-yl)methyl)-4-(pyridin-4-ylmethyl)piperazine-2-carboxylate